3-(2,7-Diazaspiro[3.5]non-2-yl)-7-(2,8-dimethylimidazo[1,2-b]pyridazin-6-yl)-5-fluorocinnoline ditrifluoroacetate FC(C(=O)O)(F)F.FC(C(=O)O)(F)F.C1N(CC12CCNCC2)C=2N=NC1=CC(=CC(=C1C2)F)C=2C=C(C=1N(N2)C=C(N1)C)C